tert-butyl 3,5-difluoro-4-formylbenzoate FC=1C=C(C(=O)OC(C)(C)C)C=C(C1C=O)F